N-(4-pyridyl)-5-[[(3S)-1-[2-oxo-2-[(2S)-2-cyanopyrrolidin-1-yl]ethyl]pyrrolidin-3-yl]amino]quinoline-8-carboxamide N1=CC=C(C=C1)NC(=O)C=1C=CC(=C2C=CC=NC12)N[C@@H]1CN(CC1)CC(N1[C@@H](CCC1)C#N)=O